4-bromo-2-methyl-1-(2-trimethylsilylethoxymethyl)pyrazol-3-one BrC=1C(N(N(C1)COCC[Si](C)(C)C)C)=O